benzoTriphenylenyl(phenanthrenyl)anthracene C1(=CC=CC=2C3=CC=CC=C3C3=CC=C4C(=C3C12)C=CC=C4)C4=C(C1=CC2=CC=CC=C2C=C1C=C4)C4=CC=CC=1C2=CC=CC=C2C=CC41